COC=1C(=C(C=CC1)C=1C(=C(NC1)C(=O)OCC)C1=NC(=CC=C1)C)C ethyl 4-(3-methoxy-2-methylphenyl)-3-(6-methylpyridin-2-yl)-1H-pyrrole-2-carboxylate